3-chloro-N-(piperidin-4-yl)quinolin-5-amine hydrochloride Cl.ClC=1C=NC=2C=CC=C(C2C1)NC1CCNCC1